2-Cyanoethyl (1-(9-ethyl-6,8,8-trimethyl-2-oxo-8,9-dihydro-2H-pyrano[3,2-g]quinoline-3-carbonyl)piperidin-4-yl) diisopropylphosphoramidite C(C)(C)N(P(OCCC#N)OC1CCN(CC1)C(=O)C1=CC=2C=C3C(=CC(N(C3=CC2OC1=O)CC)(C)C)C)C(C)C